C(C)(C)(C)OC(=O)N[C@@H]1C[C@@H](C=2C1=CC(=C1C=C(N=CC21)C2CC2)S(NCC(C)C)(=O)=O)NC(OC(C)(C)C)=O |r| tert-butyl N-[cis-(7RS,9SR)-7-(tert-butoxycarbonylamino)-3-cyclopropyl-5-(isobutylsulfamoyl)-8,9-dihydro-7H-cyclopenta[h]isoquinolin-9-yl]carbamate